1-((6-chloropyridin-2-yl)methyl)-4-(1-(4-(trifluoromethyl)phenyl)-1H-indazol-3-yl)pyridin-2(1H)-one ClC1=CC=CC(=N1)CN1C(C=C(C=C1)C1=NN(C2=CC=CC=C12)C1=CC=C(C=C1)C(F)(F)F)=O